C(C([2H])([2H])[2H])(N1N=CC=C1C(=O)OC(C)C(C([2H])([2H])[2H])([2H])[2H])([2H])[2H] 1-(ethyl-d5)-Ethyl 1-(ethyl-d5)-1H-pyrazole-5-carboxylate